4-[4-(4-aminophenoxy)butoxy]aniline tert-butyl-6-(3-aminophenyl)-3,4-dihydropyridine-1(2H)-carboxylate C(C)(C)(C)OC(=O)N1CCCC=C1C1=CC(=CC=C1)N.NC1=CC=C(OCCCCOC2=CC=C(N)C=C2)C=C1